NC=1C=C(OC2=CC=CC=C2)C=CC1 (3-aminophenoxy)benzene